O=C1N(CCC(N1)=O)N1C(C2=CC=C(C=C2C1=O)CN1CC(C1)N1CCC2=CC(=CC=C12)F)=O 2-(2,4-dioxotetrahydropyrimidin-1(2H)-yl)-5-((3-(5-fluoroindolin-1-yl)azetidin-1-yl)methyl)isoindoline-1,3-dione